S(O)(O)(=O)=O.N[C@@H](CC(C)C)C(=O)O L-leucine bisulfate